FC(OC1=CC=C(C=C1)C1=CN=C2N1C=CN=C2NC2=CC(=C(C(=O)NCCOCCN1CCCCC1)C=C2)C)F 4-[[3-[4-(difluoromethoxy)phenyl]imidazo[1,2-a]pyrazin-8-yl]amino]-2-methyl-N-[2-(2-piperidin-1-ylethoxy)ethyl]benzamide